1-(2-(methyl-(propargyl)amino)ethyl)-2-methyl-3-hydroxypyridin-4(1H)-one CN(CCN1C(=C(C(C=C1)=O)O)C)CC#C